(±)-6-Methyl-2-(3-(2-(trifluoromethyl)phenoxy)pyrrolidin-1-yl)pyrimidine-4-carboxylic Acid CC1=CC(=NC(=N1)N1C[C@@H](CC1)OC1=C(C=CC=C1)C(F)(F)F)C(=O)O |r|